l-4-(thiophen-2-yl)pyrrolidine-3-carboxamide dihydrochloride Cl.Cl.S1C(=CC=C1)C1C(CNC1)C(=O)N